C1(CC1)C=1C(=NC(=NC1)NC=1C(=NN(C1)C1CCN(CC1)C)C)NCCCN1C(C(C1)(C)C)=O 1-(3-((5-Cyclopropyl-2-((3-methyl-1-(1-methylpiperidin-4-yl)-1H-pyrazol-4-yl)amino)pyrimidin-4-yl)amino)propyl)-3,3-dimethylazetidin-2-on